(E)-(4-(1-(4-(2-(4-(3-((2-(2,6-dioxopiperidin-3-yl)-1,3-dioxoisoindolin-5-yl)amino)propyl)piperazin-1-yl)ethoxy)phenyl)-2-phenylbut-1-en-1-yl)phenyl)boronic acid O=C1NC(CCC1N1C(C2=CC=C(C=C2C1=O)NCCCN1CCN(CC1)CCOC1=CC=C(C=C1)\C(=C(/CC)\C1=CC=CC=C1)\C1=CC=C(C=C1)B(O)O)=O)=O